4-(5-bromo-3-chloro-7-methylquinolin-2-yl)morpholine 2,2'-thiodiethylenebis[3-(3,5-di-t-butyl-4-hydroxyphenyl)propionate] S(CCC(C(=O)O)CC1=CC(=C(C(=C1)C(C)(C)C)O)C(C)(C)C)CCC(C(=O)O)CC1=CC(=C(C(=C1)C(C)(C)C)O)C(C)(C)C.BrC1=C2C=C(C(=NC2=CC(=C1)C)N1CCOCC1)Cl